2-(4-(4-(4-(2,4-dioxotetrahydropyrimidin-1(2H)-yl)-3-fluorobenzyl)piperazin-1-yl)phenyl)-2H-indazole-7-carboxamide O=C1N(CCC(N1)=O)C1=C(C=C(CN2CCN(CC2)C2=CC=C(C=C2)N2N=C3C(=CC=CC3=C2)C(=O)N)C=C1)F